COC(=O)C1=CC(=C(C2=CN(N=C12)COCC[Si](C)(C)C)OC)O[C@@H]1COCC1 (S)-4-methoxy-5-((tetrahydrofuran-3-yl)oxy)-2-((2-(trimethylsilyl)ethoxy)methyl)-2H-indazole-7-carboxylic acid methyl ester